4-[4-(2-amino-1-hydroxyethyl)-5-chloropyridin-2-yl]-3-(5-cyclopropyl-2-methylpyrazol-3-yl)oxybenzonitrile NCC(O)C1=CC(=NC=C1Cl)C1=C(C=C(C#N)C=C1)OC=1N(N=C(C1)C1CC1)C